4-(N-methylamino)phenylboronic acid CNC1=CC=C(C=C1)B(O)O